8-bromo-1-[trans-4-(pyridin-2-yloxy)cyclohexyl]-4H-[1,2,4]triazolo[4,3-a][1]benzazepin-5(6H)-one BrC=1C=CC2=C(CC(CC=3N2C(=NN3)[C@@H]3CC[C@H](CC3)OC3=NC=CC=C3)=O)C1